1-aminobenzene-3,4,5-tricarboxylic acid NC1=CC(=C(C(=C1)C(=O)O)C(=O)O)C(=O)O